ethyl 4-(9-(1-((6-chloro-2-(1-methyl-1H-1,2,4-triazol-3-yl)pyridin-3-yl)amino)ethyl)-4,7-dimethyl-5-oxo-4,5-dihydroimidazo[1,5-a]quinazolin-3-yl)piperidine-1-carboxylate ClC1=CC=C(C(=N1)C1=NN(C=N1)C)NC(C)C=1C=C(C=C2C(N(C=3N(C12)C=NC3C3CCN(CC3)C(=O)OCC)C)=O)C